ON1C([C@@H]([C@H](C1)C1=CC=C(C=C1)C)C(=O)OCC)=O |r| ethyl (3RS,4SR)-1-hydroxy-4-(4-methylphenyl)-2-oxo-pyrrolidine-3-carboxylate